(R)-N-(5-((4-chlorobenzyl)oxy)-1,3,4-thiadiazol-2-yl)-2-(2-methylmorpholino)nicotinamide ClC1=CC=C(COC2=NN=C(S2)NC(C2=C(N=CC=C2)N2C[C@H](OCC2)C)=O)C=C1